C(C1=CC=CC=C1)(=O)OCC1=CC=C(C=C1)NC1=NC=C(C(=N1)NC1=C(C=C(C=C1)N1C[C@@H](CC1)N(C)C)P(=O)(C)C)C(F)(F)F (R)-4-((4-((4-(3-(dimethylamino)pyrrolidin-1-yl)-2-(dimethylphosphoryl)phenyl)amino)-5-(Trifluoromethyl)pyrimidin-2-yl)amino)benzyl benzoate